tert-Butyl (R)-3,4-dichloro-1-amino-12-oxo-6a,7,9,10-tetrahydro-12H-pyrazino[2,1-c]pyrido[3,4-f][1,4]oxazepine-8(6H)-carboxylate ClC1=C(C2=C(C(N3[C@@H](CO2)CN(CC3)C(=O)OC(C)(C)C)=O)C(=N1)N)Cl